3-acryloxypropyl-methyldimethoxysilane C(C=C)(=O)OCCC[Si](OC)(OC)C